ClCCOC(=O)N1[C@H]([C@]2(COCC(N2)=O)CCC1)COC1CCC(CC1)C1=CC(=CC=C1)O |o1:7,8| 2-chloroethyl-rel-(6S,7R)-2-oxo-7-({[(1s,4s)-4-(3-hydroxyphenyl)-cyclohexyl]oxy}methyl)-4-oxa-1,8-diazaspiro[5.5]undecane-8-carboxylate